(5-amino-1-{6-[(2,6-difluorophenyl)oxy]-4-methylpyridin-3-yl}pyrazol-4-yl)[7-(tetrahydro-1H-pyrrol-2-ylmethyl)-6,7,8,9-tetrahydro-3H-pyrrolo[3,2-f]isoquinolin-2-yl]methanone NC1=C(C=NN1C=1C=NC(=CC1C)OC1=C(C=CC=C1F)F)C(=O)C1=CC2=C3CCN(CC3=CC=C2N1)CC1NCCC1